1,1'-oxybis(2,3,4,5,6-pentabromobenzene) O(C1=C(C(=C(C(=C1Br)Br)Br)Br)Br)C1=C(C(=C(C(=C1Br)Br)Br)Br)Br